NC=1C2=C(N=CN1)N(C=C2Br)[C@H]2[C@@H]([C@@H]([C@H](C2)C=2C=C(C(=O)NCC13CC(C1)(C3)F)C=CC2)O)O 3-[(1R,2R,3S,4R)-4-{4-amino-5-bromo-7H-pyrrolo[2,3-d]pyrimidin-7-yl}-2,3-dihydroxycyclopentyl]-N-({3-fluorobicyclo[1.1.1]pentan-1-yl}methyl)benzamide